Tert-butyl methyl(4-nitrophenethyl)carbamate CN(C(OC(C)(C)C)=O)CCC1=CC=C(C=C1)[N+](=O)[O-]